methylammonium lead tri-iodide [Pb+](I)(I)I.C[NH3+]